N-[2-(2-aminoethoxy)ethyl]-4-[[3-[1-(2,2-difluoroethyl)-3-(difluoromethyl)pyrazol-4-yl]imidazo[1,2-a]pyrazin-8-yl]amino]-2-ethylbenzamide NCCOCCNC(C1=C(C=C(C=C1)NC=1C=2N(C=CN1)C(=CN2)C=2C(=NN(C2)CC(F)F)C(F)F)CC)=O